1-(Phenylmethoxy)-6-{[4,7-bis({[1-(Phenylmethoxy)-6-oxo-1,6-dihydropyridin-2-yl]methyl})-1,4,7,10-tetraazacyclododecan-1-yl]methyl}-1,2-dihydropyridin-2-one C1(=CC=CC=C1)CON1C(C=CC=C1CN1CCN(CCN(CCNCC1)CC=1N(C(C=CC1)=O)OCC1=CC=CC=C1)CC=1N(C(C=CC1)=O)OCC1=CC=CC=C1)=O